N-(2,2-dimethylcyclobutyl)-5-[(2-fluoro-4-pyridyl)amino]-1H-pyrazolo[3,4-c]pyridine-7-carboxamide CC1(C(CC1)NC(=O)C=1N=C(C=C2C1NN=C2)NC2=CC(=NC=C2)F)C